9-phenanthrenecarbaldehyde C1=CC=CC=2C3=CC=CC=C3C(=CC12)C=O